(S)-2-amino-3-(4-(5-(3-methoxypropoxy)-1H-indol-3-yl)phenyl)propanoic acid N[C@H](C(=O)O)CC1=CC=C(C=C1)C1=CNC2=CC=C(C=C12)OCCCOC